1-[4-[(4-[2-azaspiro[3.3]heptan-2-yl]-5-(trifluoromethyl)pyrimidin-2-yl)amino]phenyl]Piperidin-3-ol C1N(CC12CCC2)C2=NC(=NC=C2C(F)(F)F)NC2=CC=C(C=C2)N2CC(CCC2)O